FC(OC1=C(C=CC(=C1)F)C1=NC(=NO1)[C@@H]1CC12CCN(CC2)S(=O)(=O)N)F (1R)-1-{5-[2-(difluoromethoxy)-4-fluorophenyl]-1,2,4-oxadiazol-3-yl}-6-azaspiro[2.5]octane-6-sulfonamide